(S)-N-((R)-1-(4-bromothiophen-2-yl)-3-methylbutyl)-2-methylpropane-2-sulfinamide BrC=1C=C(SC1)[C@@H](CC(C)C)N[S@@](=O)C(C)(C)C